o-iodoaniline C1=CC=C(C(=C1)N)I